CC1=CC(=C(OCC2N(CC2)C(=O)OC(C)(C)C)C=C1C(NC1(CC1)C1=CC=CC2=CC=CC=C12)=O)[N+](=O)[O-] tert-Butyl 2-((4-methyl-5-((1-(naphthalen-1-yl)cyclopropyl)carbamoyl)-2-nitrophenoxy)methyl)azetidine-1-carboxylate